N-(4-aminophenylethyl)-7-(trifluoromethoxy)quinolin-4-amine NC1=CC=C(C=C1)CCNC1=CC=NC2=CC(=CC=C12)OC(F)(F)F